(1S,2S,5R)-N-[2,2-difluoro-2-(3-methoxyphenyl)ethyl]-1-hydroxy-2-isopropyl-5-methyl-cyclohexanecarboxamide FC(CNC(=O)[C@]1([C@@H](CC[C@H](C1)C)C(C)C)O)(C1=CC(=CC=C1)OC)F